C1(CC1)CN1CC2=CC(=CC=C2CC1)C(C(=O)NC1=CC=CC=C1)(C)C (2-(cyclopropylmethyl)-1,2,3,4-tetrahydroisoquinolin-7-yl)-N-phenylisobutyramide